C(C1=CC=CC=C1)NC(C1=CC(=CC=C1)C1=NOC(=N1)C(F)(F)F)=O N-benzyl-3-(5-(trifluoromethyl)-1,2,4-oxadiazol-3-yl)benzamide